BrC=1C=C(C=CC(=O)NC(=N)N)C=CC1 (3-Bromocinnamoyl)guanidine